C(CCCCCCC\C=C/CCCCCCCC)OCC(O)CO 1-O-oleylglycerol